(14Z,17Z)-N,N-dimethyl-tricosane-14,17-dien-6-amine CN(C(CCCCC)CCCCCCC\C=C/C\C=C/CCCCC)C